(7-fluoro-5-((3-fluorophenyl)(methyl)amino)-[1,2,4]triazolo[4,3-a]quinazolin-8-yl)propionic acid ethyl ester C(C)OC(C(C)C1=C(C=C2C(=NC=3N(C2=C1)C=NN3)N(C)C3=CC(=CC=C3)F)F)=O